CC1=CC=C(C=C1)SC1=CC=C(C(=O)C2=CC=CC=C2)C=C1 4-(4-methylphenyl-thio)benzophenone